ClC1=CC=C2C(=NC=3N(C2=C1)C=NN3)N(C=3C=C(C=CC3)C=3C(=CC(=CC3)C3CC3)C#N)C 3'-((8-chloro-[1,2,4]triazolo[4,3-a]quinazolin-5-yl)(methyl)amino)-4-cyclopropyl-[1,1'-biphenyl]-2-carbonitrile